C1(CC1)C=1SC2=C(NC(N=C2NC)=O)N1 2-cyclopropyl-7-(methylamino)-4H-[1,3]thiazolo[4,5-d]pyrimidin-5-one